4-{[(3S)-piperidin-3-yl]amino}-6-(4-{[(3R)-3-(trifluoromethyl)morpholin-4-yl]methyl}phenyl)pyrido[3,2-d]pyrimidine-8-carboxamide N1C[C@H](CCC1)NC=1C2=C(N=CN1)C(=CC(=N2)C2=CC=C(C=C2)CN2[C@H](COCC2)C(F)(F)F)C(=O)N